CC1(NC(CC(C1)C1=NC=2N(C=C1)C=C(N2)C2=C(C=C(C=C2)C2=NN=NN2)O)(C)C)C 2-(7-(2,2,6,6-tetramethylpiperidin-4-yl)imidazo[1,2-a]pyrimidin-2-yl)-5-(1H-tetrazol-5-yl)phenol